8-(tert-butyl) 3-(2-(trimethylsilyl)ethyl) (1S,2R,5R)-2-(2-oxopropyl)-3,8-diazabicyclo[3.2.1]octane-3,8-dicarboxylate O=C(C[C@@H]1[C@@H]2CC[C@H](CN1C(=O)OCC[Si](C)(C)C)N2C(=O)OC(C)(C)C)C